O1C2=C(OCC1)C=C(C=C2)[C@H]([C@@H](CN2CCCC2)NC(=O)[C@H]2CN(CC2)C2=CC=1CCCCC1C=C2)O (R)-N-((1R,2R)-1-(2,3-dihydrobenzo[b][1,4]dioxin-6-yl)-1-hydroxy-3-(pyrrolidin-1-yl)propan-2-yl)-1-(5,6,7,8-tetrahydronaphthalen-2-yl)pyrrolidine-3-carboxamide